tert-butyl N-(2,4,5-trimethylthiophen-3-yl)carbamate CC=1SC(=C(C1NC(OC(C)(C)C)=O)C)C